tert-butyl 4-((2-chloro-7-oxo-5,7-dihydro-6H-pyrrolo[3,4-b]-pyridin-6-yl)methyl)-5-methoxy-7-methyl-1H-indole-1-carboxylate ClC1=CC=C2C(=N1)C(N(C2)CC2=C1C=CN(C1=C(C=C2OC)C)C(=O)OC(C)(C)C)=O